3-Amino-1,4-dimethyl-5H-pyrido[4,3-b]indol NC1=C(C=2NC=3C=CC=CC3C2C(=N1)C)C